tert-butyl (S)-4-(3-(4-(1-(isoindolin-2-yl)-2-methoxy-2-oxoethyl)phenoxy)propyl)piperazine-1-carboxylate C1N(CC2=CC=CC=C12)[C@H](C(=O)OC)C1=CC=C(OCCCN2CCN(CC2)C(=O)OC(C)(C)C)C=C1